C(N)(OC1=CC2=CNN=C2C=C1OC)=O 6-methoxy-2H-indazol-5-yl carbamate